FC(C1=C(C=C(C(=C1)N)F)C1=C(C=C(C(=C1)F)N)C(F)(F)F)(F)F 2,2'-bis(trifluoromethyl)-5,5'-difluoro-4,4'-diaminobiphenyl